[(E)-2-phenylethenyl]boronic acid C1(=CC=CC=C1)/C=C/B(O)O